C=C(C)C1=CC=C(C=C1)NC(=O)N1[C@@H](CCC1)C(=O)NC1=CC=C(C=C1)C1=CC=C(C=C1)C(=O)O |r| 4'-[(1-{[4-(prop-1-en-2-yl)phenyl]carbamoyl}-DL-prolyl)amino][1,1'-biphenyl]-4-carboxylic acid